2-fluoro-4-(6-(6-fluoro-1-methyl-1H-indol-5-yl)-3-((1-methylpiperidin-4-yl)methyl)-3H-imidazo[4,5-c]pyridin-7-yl)benzonitrile FC1=C(C#N)C=CC(=C1)C=1C2=C(C=NC1C=1C=C3C=CN(C3=CC1F)C)N(C=N2)CC2CCN(CC2)C